C1(CC1)CN1CC[C@]23CC(NCC[C@]2([C@H]1CC1=CC(=C(C=C13)O)I)O)=O (5aS,6R,11bR)-14-(cyclopropylmethyl)-5a,10-dihydroxy-9-iodo-3,4,5,5a,6,7-hexahydro-6,11b-(epiminoethano)naphtho[1,2-d]azepin-2(1H)-one